(1R,4R)-N1-(4-(5-(cyclopropylmethyl)-1-((R)-tetrahydrofuran-3-yl)-1H-pyrazol-4-yl)pyrimidin-2-yl)cyclohexane-1,4-diamine C1(CC1)CC1=C(C=NN1[C@H]1COCC1)C1=NC(=NC=C1)NC1CCC(CC1)N